trans-rac-3-(3,5-bis(trifluoromethyl)phenyl)-2,2-dichlorocyclopropane-1-carboxylic acid ethyl ester C(C)OC(=O)[C@@H]1C([C@H]1C1=CC(=CC(=C1)C(F)(F)F)C(F)(F)F)(Cl)Cl |r|